(S)-4-((3-chloro-2,4-difluorophenyl)(methyl)carbamoyl)-2-oxo-3-(7-oxo-4-(trifluoromethyl)-6,7-dihydro-5H-cyclopenta[b]pyridin-2-yl)imidazolidine ClC=1C(=C(C=CC1F)N(C(=O)[C@H]1N(C(NC1)=O)C1=CC(=C2C(=N1)C(CC2)=O)C(F)(F)F)C)F